C(C)(C)(C)OC(=O)N(NC([C@H](CC1(CC1)C)NC(=O)C1=NOC(=C1)C)=O)C[C@H]1C(NCC1)=O 2-((S)-3-(1-methylcyclopropyl)-2-(5-methylisoxazole-3-carboxamido)propionyl)-1-(((S)-2-oxopyrrolidin-3-yl)methyl)hydrazine-1-carboxylic acid tert-butyl ester